CN1CCC(CC1)OCC1=CC=C(CNC=2C=C3C=CN=C(C3=CC2)N)C=C1 N6-(4-(((1-methylpiperidin-4-yl)oxy)methyl)benzyl)isoquinoline-1,6-diamine